2-[(4-{6-[(4-cyano-2-fluorobenzyl)oxy]pyridin-2-yl}piperazin-1-yl)methyl]-3-[(2S)-oxetan-2-ylmethyl]-3H-imidazo[4,5-b]pyridine-5-carboxylic acid C(#N)C1=CC(=C(COC2=CC=CC(=N2)N2CCN(CC2)CC2=NC=3C(=NC(=CC3)C(=O)O)N2C[C@H]2OCC2)C=C1)F